1,3-propanediol-2-13C C([13CH2]CO)O